COC=1C(=C2C=CN(C2=C(C1)C)C(=O)OC(C)(C)C)CN1C(CN(CC1)CC(CC)C)C1=CC=C(C=C1)C(=O)OC tert-Butyl 5-methoxy-4-((2-(4-(methoxycarbonyl)phenyl)-4-(2-methylbutyl)piperazin-1-yl)methyl)-7-methyl-1H-indole-1-carboxylate